6-chloro-5-(trifluoromethoxy)-2,3-dihydro-1H-indene-4-carboxylic acid ClC=1C(=C(C=2CCCC2C1)C(=O)O)OC(F)(F)F